methandiyl-(methane) C=C